[N+](=O)([O-])C1=CN=C(S1)NC(=O)C1=C(C=CC=C1)NC(CCOCCOCCOCCNC(OCC1C2=CC=CC=C2C=2C=CC=CC12)=O)=O (9H-fluoren-9-yl)methyl (2-(2-(2-(3-((2-((5-nitrothiazol-2-yl)carbamoyl)phenyl)amino)-3-oxopropoxy)ethoxy)ethoxy)ethyl)carbamate